3-thia-6-azabicyclo[3.1.1]heptane C12CSCC(N1)C2